[O-]P([O-])(=O)OP(=O)([O-])[O-].[Cu+2].[Cu+2] copper-copper pyrophosphate